OC=1C=C(CNCCC)C=CC1OC N-(3-hydroxy-4-methoxy-benzyl)propylamine